(5,5-difluorotetrahydro-2H-pyran-2-yl)-3-fluoro-[2,4'-bipyridin]-3'-amine FC1(CCC(OC1)C1=C(C(=NC=C1)C1=C(C=NC=C1)N)F)F